ClC=1C=CC(=C(C1)N1C=2N(C3=CC=C(C=C3C1=O)C)C(SC2)=S)C N-(5-chloro-2-methylphenyl)-7-methyl-5-oxo-1-thioxo-4,5-dihydro-1H-thiazolo[3,4-a]quinazoline